N-(4-chloro-3-fluorophenyl)-6-(2-fluoro-4-((4-methylpiperazin-1-yl)methyl)phenyl)quinolin-4-amine ClC1=C(C=C(C=C1)NC1=CC=NC2=CC=C(C=C12)C1=C(C=C(C=C1)CN1CCN(CC1)C)F)F